ClC=1C=C(C=CC1)C1=NN(C=C1B1OC(C(O1)(C)C)(C)C)C1OCCCC1 3-(3-Chlorophenyl)-1-(tetrahydro-2H-pyran-2-yl)-4-(4,4,5,5-tetramethyl-1,3,2-dioxaborolan-2-yl)-1H-pyrazole